COC1=NC(CC2=CC=CC=C12)C1CCC(CC1)C1=CC=CC=C1 1-methoxy-3-(4-phenylcyclohexyl)-3,4-dihydroisoquinoline